NCCOCCOCCOCCNC(CN1N=C(C=C1)C=1C=2C3=C(NC2C(=C(C1)Cl)Cl)CCN(C3)C(CO)=O)=O N-(2-(2-(2-(2-aminoethoxy)ethoxy)ethoxy)ethyl)-2-(3-(6,7-dichloro-2-(2-hydroxyacetyl)-2,3,4,5-tetrahydro-1H-pyrido[4,3-b]indol-9-yl)-1H-pyrazol-1-yl)acetamide